FC(C(=O)O)(F)F.CC1=C(C=CC(=C1)OCC(N1CCC(CC1)OC1CCNCC1)=O)N1C(NC(CC1)=O)=O 1-[2-Methyl-4-[2-oxo-2-[4-(4-piperidyloxy)-1-piperidyl]ethoxy]phenyl]hexahydropyrimidine-2,4-dione trifluoroacetate